C(N)(=O)[C@H]1N([C@@H](COC1)C1=CC(=NC(=C1)Cl)Cl)C(=O)OCC1C2=CC=CC=C2C=2C=CC=CC12 (9H-fluoren-9-yl)methyl (3S,5R)-3-carbamoyl-5-(2,6-dichloropyridin-4-yl)morpholine-4-carboxylate